NC=1SC(=CN1)CN1CCC(CC1)=CC(=O)NC1CCCCC1 2-(1-((2-aminothiazol-5-yl)methyl)piperidin-4-ylidene)-N-cyclohexylacetamide